COC=1C=C(C=NC1)N1C=NC(=C1)N 1-(5-methoxypyridin-3-yl)-1H-imidazol-4-amine